C(C)(=O)OCC=1C(=NC=CC1C1=CN(C(C(=C1)NC1=NC(=CC=C1)N)=O)C)N1C(C2=CC=3CC(CC3N2CC1)(C)C)=O (4-{5-[(6-Aminopyridin-2-yl)amino]-1-methyl-6-oxo-1,6-dihydropyridin-3-yl}-2-{4,4-dimethyl-9-oxo-1,10-diazatricyclo[6.4.0.02,6]dodeca-2(6),7-dien-10-yl}pyridin-3-yl)methyl Acetate